F[B-](F)(F)F.C=1(C(=CC=C2C=CC=CC12)[N+]#N)C=1C(=CC=C2C=CC=CC12)[N+]#N.F[B-](F)(F)F (R)-[1,1'-binaphthalene]-2,2'-bisdiazonium tetrafluoroborate